6-bromo-8-chloroimidazo[1,5-a]pyridine-3-carbothioamide BrC=1C=C(C=2N(C1)C(=NC2)C(N)=S)Cl